[(2R,5S)-5-ethylpiperazin-2-yl]methanethiol C(C)[C@@H]1NC[C@@H](NC1)CS